COC(C(C1=C(C=CC(=C1)F)OCOC)N1N=C2C=C(C(=CC2=C1)F)Br)=O (6-bromo-5-fluoro-2H-indazol-2-yl)-2-(5-fluoro-2-(methoxymethoxy)phenyl)acetic acid methyl ester